Methyl 2-([1-[(2-chlorophenyl)methyl]-5-(3,5-dimethoxyphenyl)-1H-pyrazol-3-yl]methoxy)-2-methylpropanoate ClC1=C(C=CC=C1)CN1N=C(C=C1C1=CC(=CC(=C1)OC)OC)COC(C(=O)OC)(C)C